C(C)OC=1C(=NC=C(C1)C(F)(F)F)N1CCN(CC1)C(=O)C1CC(C1)NC(OC(C)(C)C)=O Tert-butyl ((1R,3R)-3-(4-(3-ethoxy-5-(trifluoromethyl)pyridin-2-yl)piperazine-1-carbonyl)cyclobutyl)carbamate